(S)-2-((6-((4-cyano-2-fluorobenzyl)oxy)-3-fluoro-3',6'-dihydro-[2,4'-bipyridin]-1'(2'H)-yl)methyl)-1-(oxetan-2-ylmethyl)-1H-benzo[d]imidazole-6-carboxylic acid C(#N)C1=CC(=C(COC2=CC=C(C(=N2)C=2CCN(CC2)CC2=NC3=C(N2C[C@H]2OCC2)C=C(C=C3)C(=O)O)F)C=C1)F